C(C=C)OC1=CC(=C(O[Al](CC(C)C)CC(C)C)C(=C1)C(C)(C)C)C(C)(C)C (4-(allyloxy)-2,6-di-tert-butylphenoxy)diisobutylaluminum